ClC1=CNC2=NC=C(C=C21)C=2C=C1CCN(CC1=C(C2)[C@H]2NCCOC2)C(=O)N2C[C@H](OCC2)C (6-(3-chloro-1H-pyrrolo[2,3-b]pyridin-5-yl)-8-((R)-morpholin-3-yl)-3,4-dihydroisoquinolin-2(1H)-yl)((R)-2-methylmorpholino)methanone